ethyl 2-hydroxy-2-methyl-propanoate OC(C(=O)OCC)(C)C